8-(6-Morpholinopyridin-3-yl)-6-fluoro-3,4-dihydrobenzo[e][1,2,3]oxathiazine 2,2-dioxide O1CCN(CC1)C1=CC=C(C=N1)C1=CC(=CC=2CNS(OC21)(=O)=O)F